C1(CCCCC1)NC(C1=CC(=CC=C1)NC1=C(N=C2N1C=CN=C2)C2=CC=C(C=C2)F)=O N-cyclohexyl-3-[[2-(4-fluorophenyl)imidazo[1,2-a]pyrazin-3-yl]amino]benzamide